CN(CC[Si](OC)(OC)OC)C (2-Dimethylaminoethyl)-trimethoxysilan